1,12-dicyano-dodecane C(#N)CCCCCCCCCCCCC#N